CC1=CC=C(C=C1)S(=O)(=O)NC1=CC=C(C(=O)NC2=CC=NC=C2)C=C1 4-((4-methylphenyl)sulfonamido)-N-(pyridin-4-yl)benzamide